(S)-N-(3-(1-((2-ethyl-2H-pyrazolo[3,4-b]pyrazin-6-yl)amino)ethyl)phenyl)-2-(5-methylpyridin-2-yl)acetamide C(C)N1N=C2N=C(C=NC2=C1)N[C@@H](C)C=1C=C(C=CC1)NC(CC1=NC=C(C=C1)C)=O